2-(2-(4-isobutyl-2-methylcyclohex-1-en-1-yl)ethyl)-1,3-dioxolane C(C(C)C)C1CC(=C(CC1)CCC1OCCO1)C